(R)-N-(1-cyanopyrrolidin-3-yl)-5-(1,3-dimethyl-1H-pyrazol-4-yl)-3-fluoropicolinamide C(#N)N1C[C@@H](CC1)NC(C1=NC=C(C=C1F)C=1C(=NN(C1)C)C)=O